5-bromo-4-chloropyrimidine BrC=1C(=NC=NC1)Cl